(S)-3-(2-oxo-1-(1-(pyridin-2-yl)ethyl)-1,2-dihydropyridin-4-yl)-1-(4-(trifluoromethyl)phenyl)-1H-indazole-6-carboxylic acid O=C1N(C=CC(=C1)C1=NN(C2=CC(=CC=C12)C(=O)O)C1=CC=C(C=C1)C(F)(F)F)[C@@H](C)C1=NC=CC=C1